ClC=1C=C(C=CC1)N1N=C(C2=C1C(N(CC2)C2=CC=C1CCN(C(C1=C2)=O)C)=O)C(=O)O 1-(3-chlorophenyl)-6-(2-methyl-1-oxo-3,4-dihydroisoquinolin-7-yl)-7-oxo-4,5-dihydropyrazolo[3,4-c]pyridine-3-carboxylic acid